diethyl 2-(1-(tert-butoxycarbonyl)piperidin-4-ylidene)malonate C(C)(C)(C)OC(=O)N1CCC(CC1)=C(C(=O)OCC)C(=O)OCC